(2R,4S,5R,6R)-6-((1R,2R)-3-(2-(4-fluorophenyl)acetamido)-1,2-dihydroxypropyl)-4-hydroxy-5-(2-hydroxyacetamido)-2-((4-(prop-2-yn-1-yloxy)benzyl)oxy)tetrahydro-2H-pyran-2-carboxylic acid FC1=CC=C(C=C1)CC(=O)NC[C@H]([C@@H](O)[C@H]1[C@@H]([C@H](C[C@@](O1)(C(=O)O)OCC1=CC=C(C=C1)OCC#C)O)NC(CO)=O)O